CC(C)(C)[O-] tButoxide